5-Chloro-N-(2-chloro-4-((4-hydroxybutan-2-yl)amino)phenyl)-2-hydroxybenzamide ClC=1C=CC(=C(C(=O)NC2=C(C=C(C=C2)NC(C)CCO)Cl)C1)O